Cl[SiH2]O[SiH2]Cl chloro-silyl ether